C(C1=CC=CC=C1)C(C(=O)O)C(C)C.C(CC(C)C)(=O)OCC1=CC=CC=C1 BENZYL ISOVALERATE (benzyl 3-methylbutanoate)